C1(=CC=CC=C1)C1=NN=C(N1)NC1=CC=C(C=C1)C(F)(F)F 3-phenyl-5-(4-trifluoromethyl-anilino)-4H-1,2,4-triazole